2-((R)-[3,4'-bipiperidin]-1-yl)-5-chloro-N-((R)-1-(2,4-dichlorophenyl)ethyl)-6-methylpyrimidin-4-amine N1(C[C@H](CCC1)C1CCNCC1)C1=NC(=C(C(=N1)N[C@H](C)C1=C(C=C(C=C1)Cl)Cl)Cl)C